tert-butyl (2-(2-(3-(2-((5-methyl-4-(1-(2-methylbenzoyl)indolin-5-yl)thiazol-2-yl)amino)-2-oxoethyl)phenoxy)ethoxy)ethyl)carbamate CC1=C(N=C(S1)NC(CC=1C=C(OCCOCCNC(OC(C)(C)C)=O)C=CC1)=O)C=1C=C2CCN(C2=CC1)C(C1=C(C=CC=C1)C)=O